2-(4-Benzamidopiperidin-1-yl)benzo[d]thiazole-6-carboxylic acid C(C1=CC=CC=C1)(=O)NC1CCN(CC1)C=1SC2=C(N1)C=CC(=C2)C(=O)O